allyl 8-(5-((3,4-dichlorophenyl)difluoromethyl)-1,3,4-oxadiazol-2-yl)-2,6-diazaspiro[3.4]octane-6-carboxylate ClC=1C=C(C=CC1Cl)C(C1=NN=C(O1)C1CN(CC12CNC2)C(=O)OCC=C)(F)F